C(C)(C)(C)OC(=O)N[C@H](C(=O)N(C)[C@H]([C@@H](CC(=O)N1[C@@H](CCC1)[C@@H]([C@H](C(=O)O)C)OC)OC)[C@H](CC)C)C(C)C (2R,3R)-3-((S)-1-((3R,4S,5S)-4-((S)-2-((tert-Butoxycarbonyl)amino)-N,3-dimethylbutyramido)-3-methoxy-5-methylheptanoyl)pyrrolidin-2-yl)-3-methoxy-2-methylpropanoic acid